CC(=CCCCC(=O)[O-])C 6-methylhept-5-enoate